3-(1-cyclopropylpiperidin-4-yl)-7-(4-fluoro-2-methyl-1,3-benzoxazol-6-yl)quinazolin-4(3H)-one C1(CC1)N1CCC(CC1)N1C=NC2=CC(=CC=C2C1=O)C1=CC2=C(N=C(O2)C)C(=C1)F